2-[2-(3-bromopropoxy)ethoxy]oxane BrCCCOCCOC1OCCCC1